6-[[5-bromo-4-(2-isopropylsulfonylanilino)pyrimidin-2-yl]amino]-3-methyl-1,3-benzothiazol-2-one BrC=1C(=NC(=NC1)NC1=CC2=C(N(C(S2)=O)C)C=C1)NC1=C(C=CC=C1)S(=O)(=O)C(C)C